4-((S)-4-((4-fluorophenyl)sulfonyl)-6-(3-(difluoromethoxy)-5-fluorophenyl)-3,4-dihydro-2H-benzo[b][1,4]oxazin-2-yl)bicyclo[2.2.1]heptane-1-carboxylic acid FC1=CC=C(C=C1)S(=O)(=O)N1C2=C(O[C@H](C1)C13CCC(CC1)(C3)C(=O)O)C=CC(=C2)C2=CC(=CC(=C2)F)OC(F)F